[Si](C1=CC=CC=C1)(C1=CC=CC=C1)(C(C)(C)C)OCCCCCCCCCCOC1=CC=C(C2=CC=CC=C12)C(=O)C1=CN(C2=CC=CC=C12)CCCCC 3-[4-({10-[(tert-butyldiphenylsilyl)oxy]decyl}oxy)naphthalene-1-carbonyl]-1-pentylindole